N-ethoxy-4-((5-fluoro-2-methoxy-3-(5-methylpyrazin-2-yl)phenyl)amino)nicotinamide C(C)ONC(C1=CN=CC=C1NC1=C(C(=CC(=C1)F)C1=NC=C(N=C1)C)OC)=O